2-(5-[4-[4-(benzyloxy)-4-oxobutyl]piperidin-1-yl]-3-methyl-2-oxo-1,3-benzodiazol-1-yl)pentanedioic acid C(C1=CC=CC=C1)OC(CCCC1CCN(CC1)C1=CC2=C(N(C(N2C)=O)C(C(=O)O)CCC(=O)O)C=C1)=O